The molecule is a 3-aminoalanine that has R configuration. It is a 3-aminoalanine and a D-alanine derivative. It is an enantiomer of a 3-amino-L-alanine. It is a tautomer of a 3-amino-D-alanine zwitterion. C([C@H](C(=O)O)N)N